2-(3-(5-(4-methoxy-5,6,7,8-tetrahydro-1,8-naphthyridin-2-yl)pentyloxy)azetidin-1-yl)-2-(1-methylisoquinolin-5-yl)acetic acid COC1=CC(=NC=2NCCCC12)CCCCCOC1CN(C1)C(C(=O)O)C1=C2C=CN=C(C2=CC=C1)C